NC=1C=2N(C(=CN1)CN1CCNCC1)C(=NC2C2=CC=C(C1=CC=CC=C21)CC(=O)NC2=CC(=CC=C2)C(F)(F)F)C 2-{4-[8-Amino-3-methyl-5-(piperazin-1-ylmethyl)imidazo[1,5-a]pyrazin-1-yl]naphthalen-1-yl}-N-[3-(trifluoromethyl)phenyl]acetamid